5-chloro-6-(1-(3-ethyloxetan-3-yl)piperidin-4-yl)-1H-indazole ClC=1C=C2C=NNC2=CC1C1CCN(CC1)C1(COC1)CC